C(N)(=O)C1=CC(=C(C=C1)C1=CC(=NC=C1)CN1[C@H](COCC1)C(=O)N[C@@H](C)C1=CC=C(C(=O)O)C=C1)C 4-[(1S)-1-[[(3R)-4-[[4-(4-carbamoyl-2-methyl-phenyl)-2-pyridyl]methyl]morpholine-3-carbonyl]amino]ethyl]benzoic acid